(trifluoromethylphenyl)sulfonium FC(F)(F)C1=C(C=CC=C1)[SH2+]